(3S,4S)-3-methyl-8-(9-(3-methylbut-1-yn-1-yl)-7H-imidazo[1,2-c]pyrazolo[4,3-e]pyrimidin-5-yl)-2-oxa-8-azaspiro[4.5]decan-4-amine C[C@@H]1OCC2([C@@H]1N)CCN(CC2)C2=NC1=C(C=3N2C=CN3)C(=NN1)C#CC(C)C